C1=CN=C2N1C1=CC=CC=C1N=C2 imidazo[1,2-a]Quinoxalin